(2S)-1-(hexyloxy)-3-[(11z,14z)-eicosan-11,14-dien-1-yloxy]-N,N-dimethylpropan-2-amine C(CCCCC)OC[C@@H](COCCCCCCCCCC\C=C/C\C=C/CCCCC)N(C)C